CC1=CN(C2=CC=CC=C12)C1=C(C=CC2=CC(=CC=C12)C1=CC=C(C=C1)C)O 1-(3-Methyl-1H-indol-1-yl)-6-(p-tolyl)naphthalen-2-ol